chloro-3-hydroxy-2'-methyl-1',2'-dihydro-3'h-spiro[cyclobutane-1,4'-isoquinoline]-3'-one ClC1N(C(C2(C3=CC=CC=C13)CC(C2)O)=O)C